N-{4-[4-(3-thienyl)phenoxy]tetrahydro-furan-3-yl}propane-2-sulfonamide S1C=C(C=C1)C1=CC=C(OC2C(COC2)NS(=O)(=O)C(C)C)C=C1